C1(CCCC1)C1=NC=C(C(=N1)OC1=C(C=CC=C1)O)C(=O)N[C@@H](C)\C=C\S(=O)(=O)C (S,E)-2-cyclopentyl-4-(2-hydroxyphenoxy)-N-(4-(methylsulfonyl)but-3-en-2-yl)pyrimidine-5-carboxamide